1-(3-hydroxyphenyl)-3-[(4-methoxyphenyl)methyl]-1,3-Diazinan-2,4-dione OC=1C=C(C=CC1)N1C(N(C(CC1)=O)CC1=CC=C(C=C1)OC)=O